NC1=CC=C(C=C1)NC(=O)C1=CC=C(C=C1)C(C(F)(F)F)(C(F)(F)F)C1=CC=C(C(=O)N)C=C1 4-[2-[4-[(4-aminophenyl)carbamoyl]phenyl]-hexafluoropropan-2-yl]benzamide